ClC=1C(=CC2=C(N(C(O2)=O)C(C(=O)OCC(CO)(CO)N)C)C1)OCC=1N(C=CN1)C 2-amino-2-(hydroxymethyl)propane-1,3-diol 3-(5-chloro-6-((1-methyl-1H-imidazol-2-yl)methoxy)-2-oxobenzo[d]oxazol-3(2H)-yl)propanoate